3-fluoro-9,9-dimethyl-9,10-dihydroacridine FC=1C=CC=2C(C3=CC=CC=C3NC2C1)(C)C